C1(=CC=CC=C1)C=1C=C(C=CC1)S(=O)(=O)C1=NON=C1 3-phenylbenzenesulfonylfurazan